(S)-Methyl 5-(2-(4-(3-((tert-butyldimethylsilyl)oxy)-4-(3-ethynylphenyl)butyl)-2-oxo-1,3,4-thiadiazinan-3-yl)ethyl)thiophene-2-carboxylate [Si](C)(C)(C(C)(C)C)O[C@H](CCN1N(C(SCC1)=O)CCC1=CC=C(S1)C(=O)OC)CC1=CC(=CC=C1)C#C